3,3,8,8-tetramethyl-1,2,5,6,7,8a-hexahydronaphthalen-1-ol CC1(CC(C2C(CCCC2=C1)(C)C)O)C